ethyl-inosine C(C)[C@@]1([C@H](O)[C@H](O)[C@@H](CO)O1)N1C=NC=2C(O)=NC=NC12